phthalimidyl malonate C(CC(=O)[O-])(=O)ON1C(C=2C(C1=O)=CC=CC2)=O